NC1CCN(CC1)C1=C(C=NC2=CC=C(C=C12)C1=C(C(=CC(=C1C)F)F)O)C1=CC(=CC(=C1)F)F 2-[4-(4-Aminopiperidin-1-yl)-3-(3,5-difluorophenyl)chinolin-6-yl]-4,6-difluoro-3-methylphenol